4-methoxy-7-(1-methyl-1H-pyrazol-4-yl)benzo[d]isoxazol-3-amine COC1=CC=C(C2=C1C(=NO2)N)C=2C=NN(C2)C